NCCC1=CNC2=CC=C(C=C12)O 3-(2-aminoethyl)indol-5-ol